C[C@@H]1[C@@H]2C([C@H](C[C@H]1N(CC#C)CC=1N=C(OC1C)C1=CC=CC=C1)C2)(C)C (1R,2R,3R,5S)-2,6,6-trimethyl-N-((5-methyl-2-phenyloxazol-4-yl)methyl)-N-(prop-2-yn-1-yl)bicyclo[3.1.1]heptan-3-amine